(R)-N1-(1-(2-fluorophenyl)ethyl)-N1-methyloxalamide FC1=C(C=CC=C1)[C@@H](C)N(C(C(=O)N)=O)C